6-Chloro-3-[1-[6-fluoro-3-methyl-2-(1-methylpyrazol-4-yl)-4-oxo-chromen-8-yl]-ethylamino]pyridine-2-carbonitrile ClC1=CC=C(C(=N1)C#N)NC(C)C=1C=C(C=C2C(C(=C(OC12)C=1C=NN(C1)C)C)=O)F